BrC=1C=C(C=CC1)NC(NC1=C(C(=O)NCCCO)C=CC=C1)=O 2-[3-(3-bromophenyl)ureido]-N-(3-hydroxy-propyl)benzamide